NC=1N=C(C2=C(C=NN(C2=O)CC2=CC=C(C=C2)CN(C)C)N1)NCCCC 2-amino-4-(butylamino)-6-(4-((dimethylamino)methyl)benzyl)pyrimido[4,5-d]pyridazin-5(6H)-one